O=C1NC(CCC1N1C(C2=CC=C(C=C2C1)N1CCN(CC1)C1CCN(CC1)C(=O)N1CCN(CC1)CCOC1=CC=C(C=C1)\C(=C(\CC)/C1=CC=CC=C1)\C1=CC=C(C=C1)B(O)O)=O)=O (Z)-(4-(1-(4-(2-(4-(4-(4-(2-(2,6-dioxopiperidin-3-yl)-1-oxoisoindolin-5-yl)piperazin-1-yl)piperidine-1-carbonyl)piperazin-1-yl)ethoxy)phenyl)-2-phenylbut-1-en-1-yl)phenyl)boronic acid